4-tert-butyl-1,2-diphenylacetylene C(C)(C)(C)C1=CC=C(C=C1)C#CC1=CC=CC=C1